tert-Butyl (4-chlorophenethyl)(2-(1-(2-methoxyethyl)-1H-indol-3-yl)-2-oxo-1-phenylethyl)carbamate ClC1=CC=C(CCN(C(OC(C)(C)C)=O)C(C(=O)C2=CN(C3=CC=CC=C23)CCOC)C2=CC=CC=C2)C=C1